methyl-4-(3-methyl-8-(6-(1-methyl-1H-pyrazol-4-yl)pyridin-3-yl)-2-oxo-2,3-dihydro-1H-imidazo[4,5-c]quinolin-1-yl)benzamide CC1=C(C(=O)N)C=CC(=C1)N1C(N(C=2C=NC=3C=CC(=CC3C21)C=2C=NC(=CC2)C=2C=NN(C2)C)C)=O